[N+](=O)([O-])C1=C(COC(=O)C2=C(C(N)(N)C(=O)OCC3=C(C=CC=C3[N+](=O)[O-])[N+](=O)[O-])C=CC=C2)C(=CC=C1)[N+](=O)[O-] bis{[(2,6-dinitrobenzyl)oxy]carbonyl}toluenediamine